2-[1-[6-Methyl-4-oxo-2-[4-(trifluoromethyl)-1-piperidyl]chromen-8-yl]ethylamino]benzoic acid CC=1C=C2C(C=C(OC2=C(C1)C(C)NC1=C(C(=O)O)C=CC=C1)N1CCC(CC1)C(F)(F)F)=O